(S)-N-((R)-2-cyclopropoxy-1-(3-(difluoromethoxy)phenyl)ethyl)-3-hydroxy-4,4-dimethylpentanamide C1(CC1)OC[C@@H](C1=CC(=CC=C1)OC(F)F)NC(C[C@@H](C(C)(C)C)O)=O